(1-isobutoxyethoxy)-2-methyl-propane C(C(C)C)OC(C)OCC(C)C